tert-butyl-(3-(2-(4-(benzo[b]thiophen-4-yl)piperazin-1-yl)ethyl)cyclobutane) carbamate C(N)(O)=O.C(C)(C)(C)C1CC(C1)CCN1CCN(CC1)C1=CC=CC=2SC=CC21